Ethyl 2-(7-(2,2'-dimethyl-[1,1'-biphenyl]-3-yl)-1,3,4,5-tetrahydro-2H-benzo[c]azepin-2-yl)acetate CC1=C(C=CC=C1C1=CC2=C(CN(CCC2)CC(=O)OCC)C=C1)C1=C(C=CC=C1)C